OC1(COC(C(C(C(CC(CC(CNC(C1O)C)C)(C)O)C)O)C)=O)C 3,4,10,13-tetrahydroxy-3,5,8,10,12,14-hexamethyl-1-oxa-6-azacyclopentadecan-15-one